N1=C(C=CC=C1)/C=C/C1=NN(C2=CC=C(C=C12)CO)C1OCCCC1 (E)-(3-(2-(pyridin-2-yl)vinyl)-1-(tetrahydro-2H-pyran-2-yl)-1H-indazol-5-yl)methanol